tert-butyl 9-(piperidin-4-yl)-2,9-diazaspiro[5.5]undecan-2-carboxylate N1CCC(CC1)N1CCC2(CCCN(C2)C(=O)OC(C)(C)C)CC1